N-((S)-(4,4-difluorocyclohexyl)(2-(((5R)-2-oxo-5-(trifluoromethyl)piperidin-3-yl)methyl)imidazo[1,2-b][1,2,4]triazin-6-yl)methyl)-3-(2-fluoroethyl)isoxazole-4-carboxamide FC1(CCC(CC1)[C@H](NC(=O)C=1C(=NOC1)CCF)C=1N=C2N(N=C(C=N2)CC2C(NC[C@@H](C2)C(F)(F)F)=O)C1)F